CN1C(=CC=C1)C=O N-methyl-2-pyrrolecarboxaldehyde